ClC=1C=C(C=CC1)N1C(C(NCC1)C)C 1-(3-chlorophenyl)-2,3-dimethylpiperazine